5-Iodouridin IC=1C(NC(N([C@H]2[C@H](O)[C@H](O)[C@@H](CO)O2)C1)=O)=O